Cl.NCCNC(=O)C1=CC2=C(N(C(=N2)NC=2OC3=C(N2)C=CC(=C3)OCCO)C)C=C1 N-(2-aminoethyl)-2-((6-(2-hydroxyethoxy)-benzo[d]oxazol-2-yl)-amino)-1-methyl-1H-benzo[d]imidazole-5-carboxamide hydrochloride